C(C1=CC=CC=C1)[NH3+].C(C1=CC=CC=C1)NC([O-])=O N-benzylcarbamic acid benzylammonium salt